BrCC1=C(C(=NN1C[C@H](C)O[Si](C)(C)C(C)(C)C)OC(C)C)I (S)-5-(bromomethyl)-1-(2-((tert-butyldimethylsilyl)oxy)propyl)-4-iodo-3-isopropoxy-1H-pyrazole